3-cyclopropyl-N-(oxetan-3-yl)benzamide C1(CC1)C=1C=C(C(=O)NC2COC2)C=CC1